2-(2-methylsulfonylethyl)pyrazole-3-carboxamide CS(=O)(=O)CCN1N=CC=C1C(=O)N